(S)-2-((2-((S)-4-(difluoromethyl)-2-oxooxazolidin-3-yl)-10-fluoro-5,6-dihydrobenzo[f]imidazo[1,2-d][1,4]oxazepin-9-yl)amino)propionamide FC([C@H]1N(C(OC1)=O)C=1N=C2N(CCOC3=C2C=C(C(=C3)N[C@H](C(=O)N)C)F)C1)F